CC1=C(C2=CC=CC=C2C=C1)N 2-methylnaphthalen-1-amine